FC1=C(C=C(C=C1)NC(=O)C1=C(N(C(=C1C)C(C(=O)NC1(CCN(CC1)C(=O)N1CCOCC1)C)=O)C)C)C N-(4-fluoro-3-methylphenyl)-1,2,4-trimethyl-5-(2-((4-methyl-1-(morpholine-4-carbonyl)piperidin-4-yl)amino)-2-oxoacetyl)-1H-pyrrole-3-carboxamide